benzyl (3s,5r)-4-(3-((5-aminopyridin-2-yl) oxy) propyl)-3,5-dimethylpiperazine-1-carboxylate NC=1C=CC(=NC1)OCCCN1[C@H](CN(C[C@H]1C)C(=O)OCC1=CC=CC=C1)C